4'-fluoro-2'-methyl-[1,1'-biphenyl]-4-carbaldehyde FC1=CC(=C(C=C1)C1=CC=C(C=C1)C=O)C